C1=NN=C2N1C1=CC=CC=C1C(N2)=O [1,2,4]triazolo[4,3-a]quinazolin-5(4H)-one